FC(OC=1C=C(C=CC1C=O)B(O)O)F (3-(difluoromethoxy)-4-formyl-phenyl)boronic acid